N,N,N-trimethyl-N-propylammonium C[N+](CCC)(C)C